dihydrooxazole-5-carboxamide O1CNC=C1C(=O)N